ClC=1C=C(C(=O)NCC#C)C=CC1C=1N(C2=NC=NC(=C2N1)OC1(CC1)C)CC1=NC=CC(=C1)C 3-chloro-4-(6-(1-methylcyclopropoxy)-9-((4-methylpyridin-2-yl)methyl)-9H-purin-8-yl)-N-(prop-2-yn-1-yl)benzamide